(S)-3-(3-Bromo-4-methylphenyl)-3-hydroxy-1-methylpyrrolidin-2-one BrC=1C=C(C=CC1C)[C@@]1(C(N(CC1)C)=O)O